N-(3-(tert-butyl)benzyl)-1-(cyclobutylmethyl)-2-methyl-1H-indole-6-carboxamide C(C)(C)(C)C=1C=C(CNC(=O)C2=CC=C3C=C(N(C3=C2)CC2CCC2)C)C=CC1